C1(CC1)C=1C(=NON1)C(=O)N[C@@H](C1CCC(CC1)(F)F)C=1N=C2N(N=CC(=C2)[C@@H](CC)NC(CC2CC(C2)(F)F)=O)C1 |o1:28| 4-Cyclopropyl-N-((S)-(7-((R*)-1-(2-(3,3-difluorocyclobutyl)acetamido)propyl)imidazo[1,2-b]pyridazin-2-yl)(4,4-difluorocyclohexyl)methyl)-1,2,5-oxadiazole-3-carboxamide